CC(C(=O)O[C@@H]1[C@](O[C@H]([C@@H]1OC(C(C)C)=O)C1=CC=C2C(=NC=NN21)N)(COC(C(C)C)=O)C#N)C (2R,3S,4S,5S)-5-(4-aminopyrrolo[2,1-f][1,2,4]triazin-7-yl)-2-cyano-2-((isobutyryloxy)methyl)tetrahydrofuran-3,4-diyl bis(2-methylpropanoate)